C(CC(C)C)C1=C(O)C=CC=C1O 2-Isopentyl-resorcinol